2,4-dichloro-5-cyclopropoxyaniline ClC1=C(N)C=C(C(=C1)Cl)OC1CC1